C(CCCCCCCCCC)NC(=O)N(C)C N-undecyl-N',N'-dimethylurea